SCCCS1CCSC(C1)CCCS 1,5-bis(mercaptopropyl)-1,4-dithiane